Iso-heptadecanoyl chloride C(CCCCCCCCCCCCCC(C)C)(=O)Cl